C[C@@H](CN[C@@H]([C@H]1CNC2=C(N1)N=CC=C2)C2=CC=CC=C2)C2=CC=C(C#N)C=C2 4-[(1R)-1-methyl-2-[[(R)-phenyl-[(3R)-1,2,3,4-tetrahydropyrido[2,3-b]pyrazin-3-yl]methyl]amino]ethyl]benzonitrile